tert-butyl 2-[4-(trifluoromethoxy)phenyl]-6-oxa-2,9-diazaspiro[4.5]decane-9-carboxylate FC(OC1=CC=C(C=C1)N1CC2(CC1)OCCN(C2)C(=O)OC(C)(C)C)(F)F